N-[4-(2-oxo-2,3-dihydro-1H-naphtho[1,2-e][1,4]-diazepin-5-yl)phenyl]-2-(1H-pyrrole-1-yl)nicotinamide O=C1CN=C(C2=C(N1)C1=CC=CC=C1C=C2)C2=CC=C(C=C2)NC(C2=C(N=CC=C2)N2C=CC=C2)=O